COC(C1=C(C=C(C=C1)CBr)O)=O 4-(bromomethyl)-2-hydroxybenzoic acid methyl ester